ClC1=C(C=CC=C1)[C@@H](C(=O)OC)N1CC=2[C@H](CC1)SC(C2)=O methyl (S)-2-(2-chlorophenyl)-2-((S)-2-oxo-2,6,7,7a-tetrahydrothieno[3,2-c]pyridin-5(4H)-yl)acetate